C[C@@H]1P[C@H](CC1)C (2S,5S)-2,5-dimethylphospholane